Azepino[4,5-b]indole C1=CN=CC=C2N=C3C=CC=CC3=C21